The molecule is an oxopurine that is xanthine in which the hydrogen attached to the nitrogen at position 7 is replaced by a methyl group. It is an intermediate metabolite in the synthesis of caffeine. It has a role as a plant metabolite, a human xenobiotic metabolite and a mouse metabolite. It is an oxopurine and a purine alkaloid. It derives from a 7H-xanthine. CN1C=NC2=C1C(=O)NC(=O)N2